1,4-bis(3-methoxy-4-hydroxyphenylethyl)-benzene COC=1C=C(C=CC1O)CCC1=CC=C(C=C1)CCC1=CC(=C(C=C1)O)OC